7-Iodo-2,3-Dimethyl-1H-Indole IC=1C=CC=C2C(=C(NC12)C)C